CC(=CCO)CCC=C(C)C trans-3,7-dimethyl-2,6-octadienol